1-(4-(((6-AMINO-5-(4-PHENOXYPHENYL)PYRIMIDIN-4-YL)AMINO)METHYL)PIPERIDIN-1-YL)PROP-2-EN-1-ONE harminecitrate C1(CC(C(CC(=O)O)(O)C(=O)O)C(=O)O)=NC=CC=2C3=CC=C(OC)C=C3NC12.NC1=C(C(=NC=N1)NCC1CCN(CC1)C(C=C)=O)C1=CC=C(C=C1)OC1=CC=CC=C1